BrC(Cl)Br bisbromochloromethane